FC12NCCOCC2C1[2H] fluoro-5-oxa-2-azabicyclo[5.1.0]octane-8-d